8-(2-(neopentylamino)-7H-pyrrolo[2,3-d]pyrimidin-5-yl)-3,4-dihydrobenzo[1,4]oxazepin-5(2H)-one C(C(C)(C)C)NC=1N=CC2=C(N1)NC=C2C2=CC1=C(C(NCCO1)=O)C=C2